(R)-1-(2-chlorophenyl)ethyl (5-bromo-3-methylisoxazol-4-yl)carbamate BrC1=C(C(=NO1)C)NC(O[C@H](C)C1=C(C=CC=C1)Cl)=O